5-methyl-1,3-dioxoisoindoline CC=1C=C2C(NC(C2=CC1)=O)=O